Tert-butyl 9-oxo-3-azaspiro[5.5]undecane-3-carboxylate O=C1CCC2(CCN(CC2)C(=O)OC(C)(C)C)CC1